C(C)(=O)N1CC2(C1)N(C(CN(C2=O)C2=C(C=C(C#N)C=C2)F)=O)CC2=CC=C(C=C2)C(F)(F)F 4-(2-acetyl-6,9-dioxo-5-(4-(trifluoromethyl)benzyl)-2,5,8-triazaspiro[3.5]nonan-8-yl)-3-fluorobenzonitrile